4-Methyl-Methylphenol CC1=CC(=C(C=C1)O)C